lead-thorium [Th].[Pb]